ClC=1C=C(C=CC1)C(CO)NC(=O)NC=1C=NN(C1)C1=NC(=NC=C1C)NC1CC1 1-(1-(3-chloro-phenyl)-2-hydroxy-ethyl)-3-(1-(2-(cyclopropyl-amino)-5-methyl-pyrimidin-4-yl)-1H-pyrazol-4-yl)urea